5,7-Dimethyl-6-(3-morpholinophenyl)-2-(pyridin-2-yl)-2,6-dihydro-1H-pyrrolo[3,4-d]pyridazin-1-one CC=1N(C(=C2C(N(N=CC21)C2=NC=CC=C2)=O)C)C2=CC(=CC=C2)N2CCOCC2